2-(1H-INDOL-3-YL)PROPANAL N1C=C(C2=CC=CC=C12)C(C=O)C